1-piperidyl bromide N1(CCCCC1)Br